BrC1=CC=C(CNC(=O)[C@@H]2CN(CCC2)C=2C=3C(N=CN2)=NN(C3)C3=CC(=C(C=C3)C)F)C=C1 (S)-N-(4-bromobenzyl)-1-(2-(3-fluoro-4-methylphenyl)-2H-pyrazolo[3,4-d]pyrimidin-4-yl)piperidine-3-carboxamide